N[C@@H](C(=O)O)CCCC (2R)-2-aminocaproic acid